(E)-5-(3-(3'-Fluoro[1,1'-biphenyl]-2-yl)-3-oxoprop-1-en-1-yl)-2-methoxybenzenesulfonic acid FC=1C=C(C=CC1)C1=C(C=CC=C1)C(/C=C/C=1C=CC(=C(C1)S(=O)(=O)O)OC)=O